2-[4-(4-Amino-7H-pyrrolo[2,3-d]pyrimidin-5-yl)-benzylamino]-5-cyano-N-[(S)-1-(4-fluoro-phenyl)-ethyl]-nicotinamide NC=1C2=C(N=CN1)NC=C2C2=CC=C(CNC1=C(C(=O)N[C@@H](C)C3=CC=C(C=C3)F)C=C(C=N1)C#N)C=C2